COC(=O)C1=CC2=C(N=CN=C2)C=N1 pyrido[3,4-d]pyrimidine-6-carboxylic acid methyl ester